ClC1=CN=CC=2[C@H]3N(C[C@@H](OC21)C3)C(C(C(F)F)(C)C)=O 1-((2S,5S)-9-Chloro-2,3-dihydro-2,5-methanopyrido[3,4-f][1,4]oxazepin-4(5H)-yl)-3,3-difluoro-2,2-dimethylpropan-1-one